tert-butyl 4-(1-((6-methoxy-2-methyl-2H-indazol-5-yl)carbamoyl)-2,3-dihydro-1H-pyrrolo[2,3-b]pyridin-4-yl)-2,2-dimethylpiperazine-1-carboxylate COC=1C(=CC2=CN(N=C2C1)C)NC(=O)N1CCC=2C1=NC=CC2N2CC(N(CC2)C(=O)OC(C)(C)C)(C)C